BrC=1C(=C2C(=NC1OC)C=1[C@H](N(CCC1N2)C(=O)C2=NC=C(C=N2)OC)C)Cl (R)-(3-bromo-4-chloro-2-methoxy-9-methyl-5,6,7,9-tetrahydro-8H-pyrrolo[3,2-b:4,5-c']dipyridin-8-yl)(5-methoxypyrimidin-2-yl)methanone